3-formyl-4-methyl-5-oxopiperazine-1-carboxylic acid benzyl ester C(C1=CC=CC=C1)OC(=O)N1CC(N(C(C1)=O)C)C=O